(3S)-4-amino-3-methyl-N-((2R)-3,3,3-trifluoro-2-hydroxypropyl)-N-((5-(trifluoromethyl)-2-pyridinyl)methyl)-1,3-dihydrofuro[3,4-c]quinoline-8-carboxamide NC1=NC=2C=CC(=CC2C2=C1[C@@H](OC2)C)C(=O)N(CC2=NC=C(C=C2)C(F)(F)F)C[C@H](C(F)(F)F)O